1-(tert-butyl)-4-nitrobenzene C(C)(C)(C)C1=CC=C(C=C1)[N+](=O)[O-]